ClC1=NC=2N(C=C1)N=C(C2C2=CC(=NC(=C2)C)Cl)C=2C=C(C#N)C=CC2 3-[5-chloro-3-(2-chloro-6-methyl-4-pyridinyl)pyrazolo[1,5-a]pyrimidin-2-yl]benzonitrile